Cl.NC(=O)C(C(CCCC)N)N (aminocarbonyl)-1,2-diaminohexane hydrochloride